5-bromo-3-(3-((1-(3,4-dimethoxyphenyl)ethyl)amino)-3-oxoprop-1-en-1-yl)-1H-pyrrolo[2,3-b]pyridine-1-carboxylic acid tert-butyl ester C(C)(C)(C)OC(=O)N1C=C(C=2C1=NC=C(C2)Br)C=CC(=O)NC(C)C2=CC(=C(C=C2)OC)OC